5-(1-(((R)-1-(pyridin-4-yl)ethyl)amino)-2,3,4,9-tetrahydro-1H-carbazol-6-yl)isoindolin N1=CC=C(C=C1)[C@@H](C)NC1CCCC=2C3=CC(=CC=C3NC12)C=1C=C2CNCC2=CC1